2,4-dimethyl-ethyl-phenol CCCC1=C(C=CC(=C1)C)O